CC1=[NH+]C(=CC=C1)C 2,6-dimethylpyridinium